2-(4-chlorophenyl)-N-(6-(pyrrolidin-1-yl)pyrazin-2-yl)propanamide ClC1=CC=C(C=C1)C(C(=O)NC1=NC(=CN=C1)N1CCCC1)C